azo-benzene monosodium salt [Na].N(=NC1=CC=CC=C1)C1=CC=CC=C1